BrC1=CC(=C(C(=C1)Cl)C1C(NC(CC1)=O)=O)Cl 3-(4-bromo-2,6-dichlorophenyl)piperidine-2,6-dione